4-amino-6-chloro-N-((1r,4r)-4-(2-methoxyethoxy)cyclohexyl)picolinamide NC1=CC(=NC(=C1)Cl)C(=O)NC1CCC(CC1)OCCOC